C(C)N1C(=CC2=CC(=CC=C12)C=O)C#CCNC=1C=CC(=NC1)C(C#N)(C)C 2-{5-[3-(1-ethyl-5-formyl-1H-indol-2-yl)-2-propynylamino]-2-pyridinyl}-2-methylpropanenitrile